O=C(NCCOCCOCCOCCOCCC(=O)[O-])CCCCC=O 17,22-dioxo-4,7,10,13-tetraoxa-16-aza-behenate